Cl.Cl.ClC=1C(=C(C=C2C(C(=CN(C12)C1CC1)C(=O)O)=O)F)C=1C=C2CCN(C2=CC1)CC=1C(=NC(=NC1)N)N 8-chloro-1-cyclopropyl-7-(1-((2,4-diaminopyrimidin-5-yl)methyl)indolin-5-yl)-6-fluoro-4-oxo-1,4-dihydroquinoline-3-carboxylic acid dihydrochloride